5-FURAN-2-YL-OXAZOLE-2-CARBALDEHYDE O1C(=CC=C1)C1=CN=C(O1)C=O